Cl.OC[C@H]1CN(CCO1)C=1C=C2C(=NC1)NC(N2C2CCNCC2)=O 6-[(2R)-2-(hydroxymethyl)morpholin-4-yl]-1-(4-piperidyl)-3H-imidazo[4,5-b]pyridin-2-one, hydrochloride